5-methyl-2-Propane-2-yl-N-(2-pyridine-2-ylethyl)cyclohexane-1-carboxamide CC1CCC(C(C1)C(=O)NCCC1=NC=CC=C1)C(C)C